6-((6-aminopyrimidin-4-yl)amino)-3,3,8-trimethyl-2,3-dihydroimidazo[1,5-a]pyridine-1,5-dione hydrochloride Cl.NC1=CC(=NC=N1)NC1=CC(=C2N(C1=O)C(NC2=O)(C)C)C